Ethyl (6,8-dibromo-[1,2,4]triazolo[1,5-a]pyrazin-2-yl)carbamate BrC=1N=C(C=2N(C1)N=C(N2)NC(OCC)=O)Br